1,3-bis(hydrazinocarbonylethyl)-5,5-dimethylhydantoin N(N)C(=O)CCN1C(=O)N(C(=O)C1(C)C)CCC(=O)NN